CON(C(CC1CCOCC1)=O)C N-methoxy-N-methyl-2-(tetrahydro-2H-pyran-4-yl)acetamide